α,α'-azo-bis(isobutyronitrile) N(=NC(C#N)(C)C)C(C#N)(C)C